1-((benzyloxy)methyl)-4-nitrobenzeneBenzyl alcohol C(C1=CC=CC=C1)OCC1(CC=C(C=C1)[N+](=O)[O-])C1=CC=CC=C1CO